FC1=C(C(=CC=C1)F)C1=NCC2=NN=C(N2C=2SC=3C(CCC3C12)C(=O)OCC)C ethyl 9-(2,6-difluorophenyl)-3-methyl-16-thia-2,4,5,8-tetrazatetracyclo[8.6.0.02,6.011,15]hexadeca-1(10),3,5,8,11(15)-pentaene-14-carboxylate